CN(S(=O)(=O)C1=CC=C(C=C1)B(O)O)C (4-(N,N-dimethylsulfamoyl)phenyl)boronic acid